6-(6-ethynyl-4-methylpyridin-3-yl)-7-methyl-5-[(4S)-4-(pyrrolidin-1-carbonyl)cyclohex-1-en-1-yl]-7H-pyrrolo[2,3-d]pyrimidin-4-amine C(#C)C1=CC(=C(C=N1)C1=C(C2=C(N=CN=C2N)N1C)C1=CC[C@H](CC1)C(=O)N1CCCC1)C